Anilinediamine N(C1=CC=CC=C1)(N)N